2'-aminouridine Isoamyl-acetate C(CC(C)C)CC(=O)OC[C@@H]1[C@H]([C@]([C@@H](O1)N1C(=O)NC(=O)C=C1)(O)N)O